NC1=NC=C(C2=C1C(=NN2C(C)C)C2=CC(=C(C=C2F)NS(=O)(=O)C2=C(C=CC(=C2)OC)Cl)F)C2CCC(CC2)N N-(4-(4-amino-7-((1r,4r)-4-aminocyclohexyl)-1-isopropyl-1H-pyrazolo[4,3-c]pyridin-3-yl)-2,5-difluorophenyl)-2-chloro-5-methoxybenzenesulfonamide